S(=O)(O)S(=O)O dithionous acid